C(C)N1[C@H]2CC(C[C@@H]1CC2)OC2=CC(=C(C=O)C=C2)F 4-(((1R,5S)-8-ethyl-8-azabicyclo[3.2.1]oct-3-yl)oxy)-2-fluorobenzaldehyde